C(C1=CC=CC=C1)C=1NC(=NN1)C(=O)N[C@@H]1C[C@H](C2=C(N(C1=O)C)C=CC=C2)F 5-benzyl-N-((3R,5R)-5-fluoro-1-methyl-2-oxo-2,3,4,5-tetrahydro-1H-benzo[b]azepin-3-yl)-4H-1,2,4-triazole-3-carboxamide